C1(CCCCC1)NC(C1=NC(=CC(=C1)N1CCCCC1)N1C=NC=C1)=O N-cyclohexyl-6-(1H-imidazol-1-yl)-4-(piperidin-1-yl)picolinamide